4-[1-[dideuterio-(4,4-difluorocyclohexyl)methyl]-3-(1,5-dimethylpyrazol-4-yl)pyrrolo[3,2-b]pyridin-6-yl]-3,5-dimethyl-isoxazole [2H]C(N1C=C(C2=NC=C(C=C21)C=2C(=NOC2C)C)C=2C=NN(C2C)C)(C2CCC(CC2)(F)F)[2H]